C[C@@H]1N(C[C@H](N(C1)C(C)C1=CC(=C(C(=C1)F)F)F)C)C=1C2=C(N(C(N1)=O)C)C=CC(=N2)C#N 4-((2S,5R)-2,5-dimethyl-4-(1-(3,4,5-trifluorophenyl)ethyl)piperazin-1-yl)-1-methyl-2-oxo-1,2-dihydropyrido[3,2-d]pyrimidine-6-carbonitrile